CN1N=CC=2C1=NC(=CC2N2CC=1C=CC(=NC1[C@H](C2)C)N2CCNCC2)C (8S)-6-(1,6-dimethylpyrazolo[3,4-b]pyridin-4-yl)-8-methyl-2-piperazin-1-yl-7,8-dihydro-5H-1,6-naphthyridine